1-(2,6-dimethylphenyl)-2-(naphthalen-1-yl)-1H-benzo[d]imidazole CC1=C(C(=CC=C1)C)N1C(=NC2=C1C=CC=C2)C2=CC=CC1=CC=CC=C21